Tert-butyl (1RS,4SR,6SR)-6-((5-cyclopropyl-3-(2,6-dichlorophenyl)isoxazol-4-yl) methoxy)-2-azabicyclo[2.2.1]heptane-2-carboxylate C1(CC1)C1=C(C(=NO1)C1=C(C=CC=C1Cl)Cl)CO[C@H]1C[C@H]2CN([C@@H]1C2)C(=O)OC(C)(C)C |r|